CC=1C=C(C(=CC1C)CC)O 3,4-dimethyl-6-ethylphenol